1,2,3,5-tetramethyl-Tetrahydropyrimidinium C[NH+]1C(N(CC(C1)C)C)C